NC1=NC=2CC3(CCC2C(N1)=O)CCC1=C(C=CC=C13)Cl 2'-amino-4-chloro-2,3,5',8'-tetrahydro-3'H-spiro[indene-1,7'-quinazoline]-4'(6'H)-one